7-bromo-4-fluoro-3-hydroxyisoquinolin-1(2H)-one BrC1=CC=C2C(=C(NC(C2=C1)=O)O)F